N-(4'-(diphenylamino)-[1,1'-biphenyl]-4-yloxy)acetamide C1(=CC=CC=C1)N(C1=CC=C(C=C1)C1=CC=C(C=C1)ONC(C)=O)C1=CC=CC=C1